1-phenylethyl 6-aminospiro[3.3]heptane-2-carboxylate NC1CC2(CC(C2)C(=O)OC(C)C2=CC=CC=C2)C1